C1(CCCCC1)C[C@H](C(=O)N1CC(C(CC1)(O)CN1C=NC(=CC1=O)C1=CC(=CC=C1)CO)(C)C)C 3-((1-((R)-3-cyclohexyl-2-methylpropanoyl)-4-hydroxy-3,3-dimethylpiperidin-4-yl)methyl)-6-(3-(hydroxymethyl)phenyl)pyrimidin-4(3H)-one